N1C(=NC2=C1C=CC=C2)CCNCCN2N=C(N=C2)C(=O)NCC2=NC=CC=C2F 1-(2-{[2-(1H-1,3-Benzimidazol-2-yl)ethyl]amino}ethyl)-N-[(3-fluoropyridin-2-yl)methyl]-1H-1,2,4-triazole-3-carboxamide